CN1C(CCC2=CC(=CC=C12)C=1C=C(C=NC1)[C@H](C)N[S@](=O)C(C)(C)C)=O |o1:17| (R)-2-Methylpropane-2-sulfinic acid {(S or R)-1-[5-(1-methyl-2-oxo-1,2,3,4-tetrahydro-quinolin-6-yl)-pyridin-3-yl]-ethyl}-amide